1,2-dimethyl-imidazole-4-sulfonyl chloride CN1C(=NC(=C1)S(=O)(=O)Cl)C